tert-butyl (S)-hept-1-en-3-ylcarbamate C=C[C@H](CCCC)NC(OC(C)(C)C)=O